tert-butyl 4-(5-cyclopropylpyrimidin-2-yl)piperazine-1-carboxylate C1(CC1)C=1C=NC(=NC1)N1CCN(CC1)C(=O)OC(C)(C)C